CN1CCN(CC1)C=1C=NC2=CC=C(C=C2N1)N 3-(4-methylpiperazin-1-yl)quinoxalin-6-amine